3-[(1,1-Dioxo-1,4-thiazinan-4-yl)methyl]-N-[4-(3-propan-2-yl-1H-1,2,4-triazol-5-yl)phenyl]benzamide HCl salt Cl.O=S1(CCN(CC1)CC=1C=C(C(=O)NC2=CC=C(C=C2)C2=NC(=NN2)C(C)C)C=CC1)=O